C(C)OC(=O)C1=CN(C2=CC=CC=C2C1=O)C=1C=C2COCC2=CC1 1-(1,3-dihydroisobenzofuran-5-yl)-4-oxo-1,4-dihydroquinoline-3-carboxylic acid ethyl ester